FC1=CC=2N(C=C1)C=C(N2)C2=CC=CC=C2 7-fluoro-2-phenylimidazo[1,2-a]pyridine